C(C1=CC=CC=C1)OCC(CCO)O ((benzyloxy)methyl)propane-1,3-diol